C(C)N(CC)S(F)(F)F (Diethylamino)sulfur Trifluoride